CC1=NN2C(C=CC(=C2)C2=CC=C(C=C2)S(=O)(=O)N2CCC(CC2)NC2=CC=C(C=C2)OC(F)(F)F)=N1 1-(4-{2-methyl-[1,2,4]triazolo[1,5-a]pyridin-6-yl}benzenesulfonyl)-N-[4-(trifluoromethoxy)phenyl]piperidin-4-amine